3,8-dimethylquinoline CC=1C=NC2=C(C=CC=C2C1)C